N[C@H](CCSC)C(=O)O D-Methionine